CN1N=C(C=C1C)C=1C=CC=C(C1)P(C)(C)=O 5-(1,5-dimethyl-1H-pyrazol-3-yl)phenyldimethylphosphine oxide